N[C@@H]1C[C@H](CC1)C(=O)N1CCN(CC1)C(=O)C1=C(C=C(C=C1)NC=1C=2N(C=CN1)C(=CN2)C=2C(=NN(C2)CC#N)C(F)(F)F)Cl 2-(4-(8-((4-(4-((1S,3S)-3-aminocyclopentane-1-carbonyl)piperazine-1-carbonyl)-3-chlorophenyl)amino)imidazo[1,2-a]pyrazin-3-yl)-3-(trifluoromethyl)-1H-pyrazol-1-yl)acetonitrile